(2-(1,3-Dioxolan-2-yl)-6-fluorophenyl)ethan-1-ol O1C(OCC1)C1=C(C(=CC=C1)F)C(C)O